6-(methylamino)pyridine-3-carbaldehyde CNC1=CC=C(C=N1)C=O